N-((2S)-2,5-diamino-3-hydroxypentyl)-3-phenyl-1H-indole-2-carboxamide hydrogen chloride salt Cl.N[C@@H](CNC(=O)C=1NC2=CC=CC=C2C1C1=CC=CC=C1)C(CCN)O